2-[(3-{6-[(4-cyano-2-fluorophenoxy)methyl]-5-fluoropyridin-2-yl}-2,5-dihydro-1H-pyrrol-1-yl)methyl]-1-{[1-(cyanomethyl)cyclopropyl]methyl}-1H-1,3-benzodiazole-6-carboxylic acid C(#N)C1=CC(=C(OCC2=C(C=CC(=N2)C=2CN(CC2)CC2=NC3=C(N2CC2(CC2)CC#N)C=C(C=C3)C(=O)O)F)C=C1)F